ClC1=CC(=C(C=C1)N(S(=O)(=O)C=1C=CC2=C(C(=C(O2)C(=O)OCC)C)C1)C)CN(C(=O)N1CCCCC1)CC=1OC=CC1 ethyl 5-(N-(4-chloro-2-((N-(furan-2-ylmethyl) piperidine-1-carboxamido) methyl) phenyl)-N-methylsulfamoyl)-3-methylbenzofuran-2-carboxylate